ClC=1C=C(C=CC1)CCNC(=O)C1=CN(C2=CC(=C(C=C2C1=O)F)N1CCNCC1)C1CC1 N-(3-chlorophenyl-ethyl)-1-cyclopropyl-6-fluoro-4-oxo-7-(1-piperazinyl)-1,4-dihydroquinoline-3-carboxamide